4-[2-[4-[1-(3-methoxyphenyl)-5-methyl-pyrazol-3-yl]piperazin-1-yl]ethyl]morpholine COC=1C=C(C=CC1)N1N=C(C=C1C)N1CCN(CC1)CCN1CCOCC1